C1(CC1)OC1=CC(=C2C(=N1)NC=C2)N2CC1=C(N=CN=C1C1CCN(CC1)S(=O)(=O)C)C[C@H]2C (R)-6-(6-cyclopropoxy-1H-pyrrolo[2,3-b]pyridin-4-yl)-7-methyl-4-(1-(methylsulfonyl)piperidin-4-yl)-5,6,7,8-tetrahydropyrido[4,3-d]pyrimidine